6-(4-Cyclohexylphenoxy)pyridin-3-amine C1(CCCCC1)C1=CC=C(OC2=CC=C(C=N2)N)C=C1